C(C)(C)(C)OC1=CC=C(C=C1)C[C@@H](C(=O)N1C(OC[C@H]1C(=O)O)(C)C)NC(=O)OCC1=CC=CC=2C3=CC=CC=C3CC12 (4S)-3-[(2S)-3-[4-(tert-butoxy)phenyl]-2-[[fluorenylmethoxycarbonyl]amino]-1-oxopropyl]-2,2-dimethyl-4-oxazolidinecarboxylic acid